C(C)(=O)N1C(\C(\C2=CC(=CC=C12)Br)=C(/OC)\C1=CC(=CC=C1)F)=O (Z)-1-acetyl-5-bromo-3-((3-fluorophenyl)(methoxy)methylene)indolin-2-one